2-(3-Bromo-4-(methylsulfonyl)phenyl)-6-(1'-isobutyl-[1,4'-bipiperidin]-4-yl)-4-methyl-1H-benzo[d]imidazol BrC=1C=C(C=CC1S(=O)(=O)C)C1=NC2=C(N1)C=C(C=C2C)C2CCN(CC2)C2CCN(CC2)CC(C)C